CON(C(=O)C=1C=C2CCN(CC2=CC1)C(=O)OCC1=CC=CC=C1)C benzyl 6-[methoxy(methyl)carbamoyl]-3,4-dihydro-1H-isoquinoline-2-carboxylate